FC(C1=CC=C(CN2C3=C(C=C2)SC=C3C(=O)O)C=C1)(F)F 4-(4-trifluoromethyl-benzyl)-4H-thieno[3,2-b]pyrrole-3-carboxylic acid